NN1NC=CN=C1 2-amino-1,2,4-triazine